ClC=1N=C2C(=C(C=NC2=CC1)NC(=O)NC=1C=NC(=C(C1)C(F)(F)F)OC)C(C)C N-(6-chloro-4-(propan-2-yl)-1,5-naphthyridin-3-yl)-N'-(6-methoxy-5-(trifluoromethyl)pyridin-3-yl)urea